(2s,3r)-3-(2,5-difluorophenyl)-3-hydroxy-2-methyl-4-(1H-1,2,4-triazol-1-yl)butyronitrile FC1=C(C=C(C=C1)F)[C@]([C@H](C#N)C)(CN1N=CN=C1)O